zinc bis(glycine) NCC(=O)O.NCC(=O)O.[Zn]